tert-butyl(1-methoxy-3-(4-methyl-3-((1-(naphthalen-1-yl)cyclopropyl) carbamoyl)phenoxy) propan-2-yl)carbamate C(C)(C)(C)OC(NC(COC)COC1=CC(=C(C=C1)C)C(NC1(CC1)C1=CC=CC2=CC=CC=C12)=O)=O